N-(2-methoxyethyl)-N-chloromethylcarbamic acid 7-azido-1-(methylsulfonyl)-2-heptyl ester N(=[N+]=[N-])CCCCCC(CS(=O)(=O)C)OC(N(CCl)CCOC)=O